ClC=1C=C(C=CC1C#N)C1N(CCCC1)C(=O)OCC=CS(=O)(=O)C 3-(methylsulfonyl)allyl 2-(3-chloro-4-cyanophenyl)piperidine-1-carboxylate